ClC=1C(=C(C(=CC1N1C[C@]2(CCC2N2CCCC2)CC1)F)S(=O)(=O)N(CC1=CC=C(C=C1)OC)C1=NC(=CC=C1)F)F 3-chloro-2,6-difluoro-N-(6-fluoropyridin-2-yl)-N-(4-methoxybenzyl)-4-((4S)-1-(pyrrolidin-1-yl)-6-azaspiro[3.4]octan-6-yl)benzenesulfonamide